C12CC(CC2C1)OCC=1C=C(N)C=CC1C1=C(C(=CC=C1)OCC)C 3-(3-bicyclo[3.1.0]hexanyloxymethyl)-4-(3-ethoxy-2-methyl-phenyl)aniline